NC1=NC=C(C2=C1C(=C(N2C)C2=C(C=C(C=C2)NC(C(=C)F)=O)F)C2=CC(=C(C=C2)OC2=NC=C(C(=N2)C)Cl)F)C#N N-(4-(4-amino-3-(4-((5-chloro-4-methylpyrimidin-2-yl)oxy)-3-fluorophenyl)-7-cyano-1-methyl-1H-pyrrolo[3,2-c]pyridin-2-yl)-3-fluorophenyl)-2-fluoroacrylamide